carboxymethylbutene C(=O)(O)CC=CCC